COC(C1=C(C(=C(C=C1Cl)Cl)O)[N+](=O)[O-])=O.C(C)(C)(C)OC(=O)NCC(CCOC=1C=C(SC1)C1=CN=CC=N1)C 6-(4-(4-((tert-Butoxycarbonyl)amino)-3-methylbutoxy)thiophen-2-yl)pyrazin Methyl-4,6-dichloro-3-hydroxy-2-nitrobenzoate